O1C(CC1)CN(C1=CC=CC=C1)C(=O)C1CC1 N-(oxetan-2-ylmethyl)cyclopropane-1-carbanilide